4-Methyl-1-((6-((4-methylbenzyl)oxy)-6-oxohex-1-en-2-yl)oxy)pyridin CC1=CCN(C=C1)OC(=C)CCCC(=O)OCC1=CC=C(C=C1)C